CC(C1=CC=CC=C1)C1=CC(=CC=C1O)CCCCCCCCC 6-(α-methylbenzyl)-4-nonylphenol